C(C)(=O)OCCN(C)C1=CC(=CC=C1)OCCCCOC(C)=O 2-[[3-(4-acetoxybutoxy)phenyl] (methyl)amino]ethyl acetate